COC(=O)C1=CC2=C(OC(CO2)C=2C=NC(=CC2)C2CC2)C(=C1)OC.BrC(C(=O)NC1=C(C=C(C(=C1)Br)F)O)(F)F 2-bromo-N-(5-bromo-4-fluoro-2-hydroxyphenyl)-2,2-difluoroacetamide methyl-2-(6-cyclopropylpyridin-3-yl)-8-methoxy-2,3-dihydrobenzo[b][1,4]dioxin-6-carboxylate